1H-INDOLE-3-PROPANOIC ACID N1C=C(C2=CC=CC=C12)CCC(=O)O